O(C1=CC=CC=C1)C1=CC=C(C=C1)C1=NN(C2=NC=NC=C21)C2CC1(CN(C1)C(C=C)=O)C2 1-(6-(3-(4-phenoxyphenyl)-1H-pyrazolo[3,4-d]pyrimidin-1-yl)-2-azaspiro[3.3]heptan-2-yl)prop-2-en-1-one